1-(4-aminophenyl)-3-pyrrolidinol NC1=CC=C(C=C1)N1CC(CC1)O